6-isopropyl-quinoline C(C)(C)C=1C=C2C=CC=NC2=CC1